COC(CCC1=CC(=C(C(=C1)CSCCCCCCCCCCCC)O)CC1=CC(=C(C(=C1)C(C)(C)C)O)C(C)(C)C)=O 3-(3-(3,5-di-tert-butyl-4-hydroxybenzyl)-5-((dodecylthio)methyl)-4-hydroxyphenyl)propionic acid methyl ester